C(=O)O.C(#N)CN1N=C(C(=C1)C1=CN=C2N1C=CN=C2NC2=CC(=C(C(=O)NCC(N[C@@H]1CNCC1)=O)C=C2)C)C(F)(F)F 4-[[3-[1-(cyanomethyl)-3-(trifluoromethyl)pyrazol-4-yl]imidazo[1,2-a]pyrazin-8-yl]amino]-2-methyl-N-[2-oxo-2-[[(3S)-pyrrolidin-3-yl]amino]ethyl]benzamide formate